NC=1C2=C(SC1C#N)C=C(C=C2)Cl 3-amino-6-chlorobenzo[b]thiophene-2-carbonitrile